BrC1=CC=C(C=C1)CCOC 1-bromo-4-(2-methoxyethyl)benzene